ethyl acetate ethylene salt C=C.C(C)(=O)OCC